N5-Phenylpyridine-2,5-diamine C1(=CC=CC=C1)NC=1C=CC(=NC1)N